(2R,3S,5R)-2-(hydroxymethyl)-5-(9H-purin-9-yl)tetrahydrofuran-3-ol OC[C@H]1O[C@H](C[C@@H]1O)N1C2=NC=NC=C2N=C1